C1(CCCCCN1)=O r-caprolactam